methyl 4-amino-1-(4-methylpyridin-3-yl)-2-oxo-7-(trifluoromethyl)-1,2-dihydroquinoline-3-carboxylate NC1=C(C(N(C2=CC(=CC=C12)C(F)(F)F)C=1C=NC=CC1C)=O)C(=O)OC